N-(1-(3-Aminophenyl)-2-(tert-butylamino)-2-oxoethyl)-N-(3-chlorophenyl)-propiolamide NC=1C=C(C=CC1)C(C(=O)NC(C)(C)C)N(C(C#C)=O)C1=CC(=CC=C1)Cl